Menthylacetophenone C1(CC(C(CC1)C(C)C)CC(=O)C1=CC=CC=C1)C